2-(3-bromo-2-(methoxymethoxy)-5-methylbenzoyl)indolizin-3(2H)-one BrC=1C(=C(C(=O)C2C=C3C=CC=CN3C2=O)C=C(C1)C)OCOC